6-bromo-7-chloro-2-decyl-1,2,3,4-tetrahydroisoquinoline BrC=1C=C2CCN(CC2=CC1Cl)CCCCCCCCCC